C(C)(C)(C)OC(=O)C1=NC(=CC=C1NC(C)C=1C=C(C=C2C(C=C(OC12)SCC)=O)F)Cl 6-chloro-3-[1-(2-ethylsulfanyl-6-fluoro-4-oxo-chromen-8-yl)ethylamino]Pyridine-2-carboxylic acid tert-butyl ester